1-(3-(2-(2,6-Dimethylpyridin-4-yl)-3-isopropyl-1H-indol-5-yl)piperidin-1-yl)-2,2-dimethylpropan-1-on CC1=NC(=CC(=C1)C=1NC2=CC=C(C=C2C1C(C)C)C1CN(CCC1)C(C(C)(C)C)=O)C